NC1=C(C(N(C2=CC(=CC=C12)C(F)(F)F)C1=CC=C(C=C1)C(C)O)=O)C(=O)OC([2H])([2H])[2H] methyl-d3 4-amino-1-(4-(1-hydroxyethyl)phenyl)-2-oxo-7-(trifluoromethyl)-1,2-dihydroquinolin-3-carboxylate